6-chloro-4-((2S)-2-methyl-4-(2-propenoyl)-1-piperazinyl)-2-oxo-1-(2-(2-propanyl)phenyl)-1,2-dihydropyrido[2,3-d]pyrimidin ClC1=CC2=C(N(C(N=C2N2[C@H](CN(CC2)C(C=C)=O)C)=O)C2=C(C=CC=C2)C(C)C)N=C1